N-[2-(morpholin-4-yl)pyridin-4-yl]-5,6,7,8-tetrahydro-2,6-naphthyridin-3-amine N1(CCOCC1)C1=NC=CC(=C1)NC=1N=CC=2CCNCC2C1